(4-bromo-2-fluorophenyl)(1-(3-fluoropropyl)pyrrolidin-3-yl)methanol BrC1=CC(=C(C=C1)C(O)C1CN(CC1)CCCF)F